5-bromo-2-methyl-4-(trifluoromethyl)pyridine BrC=1C(=CC(=NC1)C)C(F)(F)F